[Si](C)(C)(C(C)(C)C)O[C@H]1[C@@H](O[C@@H]([C@H]1OCOC)CO[Si](C)(C)C(C)(C)C)N1C(N=C(C=C1)NC(C1=CC=CC=C1)=O)=O N-(1-((2R,3R,4R,5R)-3-((tert-butyldimethylsilyl)oxy)-5-(((tert-butyldimethylsilyl)oxy)methyl)-4-(methoxymethoxy)tetrahydrofuran-2-yl)-2-oxo-1,2-dihydropyrimidin-4-yl)benzamide